C(C1=CC=CC=C1)OC(=O)N[C@@H](C(=O)OCC1=CC=CC=C1)CNC(C1=CC(=CC(=C1)F)C1=C(C=NN1COCC[Si](C)(C)C)CC)=O (R)-benzyl 2-(((benzyloxy)carbonyl)amino)-3-(3-(4-ethyl-1-((2-(trimethylsilyl)ethoxy)methyl)-1H-pyrazol-5-yl)-5-fluorobenzamido)propanoate